(S)-tert-butyl 10-bromo-8-nitro-1,2,4a,5-tetrahydrobenzo[b]pyrazino[1,2-d][1,4]oxazine-3(4H)-carboxylate BrC1=CC(=CC=2OC[C@H]3N(C21)CCN(C3)C(=O)OC(C)(C)C)[N+](=O)[O-]